2-(1-(2-Cyanophenyl)piperidin-4-yl)acetic acid C(#N)C1=C(C=CC=C1)N1CCC(CC1)CC(=O)O